4-(4-(1-(2-((2-((carboxymethyl)amino)-2-oxoethyl)amino)-2-oxoethyl)-5'-fluoro-1'-methyl-1H,1'H-[4,6'-biindazol]-3-yl)piperidin-1-yl)-4-oxobutanoic acid C(=O)(O)CNC(CNC(CN1N=C(C=2C(=CC=CC12)C1=C(C=C2C=NN(C2=C1)C)F)C1CCN(CC1)C(CCC(=O)O)=O)=O)=O